FC1=C(C=CC(=C1)F)SC1=C(C=C(S1)C(C)=O)[N+](=O)[O-] 1-[5-(2,4-Difluoro-phenylsulfanyl)-4-nitro-thiophen-2-yl]-ethanone